1-(3-(5-(pyridin-2-yl)-2H-indazol-2-yl)piperidin-1-yl)prop-2-en-1-one N1=C(C=CC=C1)C1=CC2=CN(N=C2C=C1)C1CN(CCC1)C(C=C)=O